C(#N)C=1C=C(C=CC1)C=1C=C2C=NN(C2=C(C1)C(=O)NCC1=CC=C(C(=O)O)C=C1)CC1=CC=C(C=C1)C(F)(F)F 4-((5-(3-cyanophenyl)-1-(4-(trifluoromethyl)benzyl)-1H-indazole-7-carboxamido)methyl)benzoic acid